FC=1C=C2C=C(N(C2=CC1F)C)C(=O)N1C[C@H](N(CC1)C(CN1[C@H](CN[C@@H](C1)C)COCCOCCOCCOCCO)=O)C 1-((R)-4-(5,6-difluoro-1-methyl-1H-indole-2-carbonyl)-2-methylpiperazin-1-yl)-2-((2R,5R)-2-(13-hydroxy-2,5,8,11-tetraoxatridecyl)-5-methylpiperazin-1-yl)-ethan-1-one